[Pd].N1=C(C(=CC=C1)C=O)C1=NC=CC=C1 bipyridineformaldehyde palladium